BrC1=C(C=CC=C1)NC(OCC)=O Ethyl (2-bromophenyl)carbamate